1-(6-bromo-2-methoxyquinolin-3-yl)-2-(2,6-diethoxypyridin-4-yl)-4-(dimethylamino)-1-(2-fluoro-3-methoxyphenyl)butan-2-ol BrC=1C=C2C=C(C(=NC2=CC1)OC)C(C(CCN(C)C)(O)C1=CC(=NC(=C1)OCC)OCC)C1=C(C(=CC=C1)OC)F